BrC=1C=C2C(OCC=3C=C(N=CC3C3=CC=C(C(NS(C(C1O)=C2)(=O)=O)=C3)OC)F)=O 13-bromo-5-fluoro-14-hydroxy-19-methoxy-16,16-dioxo-9-oxa-16λ6-thia-4,17-diazatetracyclo[16.3.1.111,15.02,7]tricosa-1(21),2(7),3,5,11,13,15(23),18(22),19-nonaen-10-one